CN(S(=O)(=O)C=1C=C(C=CC1)NC1=NC=2C=CN=CC2C2=C1C=C(N2)C(=O)O)C 4-((3-(N,N-dimethylsulfamoyl)phenyl)amino)-1H-pyrrolo[3,2-c][1,6]naphthyridine-2-carboxylic acid